C(C1=CC=CC=C1)N1[C@H](CCC1=O)C(C(=O)NCCNC(OC(C)(C)C)=O)=O Tert-butyl N-(2-{2-[(2R)-1-benzyl-5-oxopyrrolidin-2-yl]-2-oxoacetamido}ethyl)carbamate